FC(COC1=C(C=CC=C1)CCN)(F)F 2-(2-(2,2,2-trifluoroethoxy)phenyl)ethane-1-amine